FC12CC(C1)(C2)N2CC=C(C=C2)NC(CC2=CC=C1C=NNC1=C2)=O N-(3-Fluoro-1-bicyclo[1.1.1]pentanyl)-4-[[2-(1H-indazol-6-yl)acetyl]amino]pyridine